(E)-3-methyl-4-(2,6,6-trimethyl-2-cyclohexen-1-yl)-3-buten C/C(/CC)=C\C1C(=CCCC1(C)C)C